COC(=O)C=1C=C2C(=NC1)NC=C2Br 3-bromo-1H-pyrrolo[2,3-b]Pyridine-5-carboxylic acid methyl ester